bis(2-ethylhexyl)-sulfosuccinat C(C)C(CC(C(C(=O)[O-])S(=O)(=O)O)(C(=O)[O-])CC(CCCC)CC)CCCC